[5-oxo-5,6-dihydroindolo-(1,2-a)quinazolin-7-yl]acetic acid O=C1NC=2N(C=3C=CC=CC13)C1=CC=CC=C1C2CC(=O)O